dimethylcyclohexylamine bromide hydrochloride Cl.[Br-].CN(C1CCCCC1)C